Rac-(2s,4s,5s)-4-cyano-4-methyl-5-(1-(benzenesulfonyl)-1H-indol-3-yl)pyrrolidine-2-carboxylic acid ethyl ester C(C)OC(=O)[C@H]1N[C@H]([C@@](C1)(C)C#N)C1=CN(C2=CC=CC=C12)S(=O)(=O)C1=CC=CC=C1 |r|